(R)-N-(1,6-Dimethyl-2-(3-((5-(trifluoromethyl)pyrimidin-2-yl)amino)piperidin-1-yl)-1H-benzo[d]imidazol-5-yl)acrylamide CN1C(=NC2=C1C=C(C(=C2)NC(C=C)=O)C)N2C[C@@H](CCC2)NC2=NC=C(C=N2)C(F)(F)F